(Z)-N'-(1H-indazol-3-yl)-N,N-dimethylformimidamide N1N=C(C2=CC=CC=C12)\N=C/N(C)C